NC1=NC(=C(C=C1C1=C(C#N)C=CC=C1)C)C 2-(2-amino-5,6-dimethylpyridin-3-yl)benzonitrile